trans-cyclohexane diisocyanate [N-]=C=O.[N-]=C=O.C1CCCCC1